((S)-11-(2,4-difluorophenyl)-3-((methylsulfonyl)oxy)-6-oxo-10-(trifluoromethyl)-3,4-dihydro-2H,6H-[1,4]thiazepino[2,3,4-ij]quinazolin-8-yl)-3-methylpiperazine-1-carboxylate FC1=C(C=CC(=C1)F)C1=C(C=C2C(=NC(N3C2=C1SC[C@H](C3)OS(=O)(=O)C)=O)OC(=O)N3CC(NCC3)C)C(F)(F)F